N-[1-(7-chloro-1,6-naphthyridine-2-carbonyl)piperidin-3-yl]carbamic acid tert-butyl ester C(C)(C)(C)OC(NC1CN(CCC1)C(=O)C1=NC2=CC(=NC=C2C=C1)Cl)=O